epithiomenthan C12(C(CC(CC1)C(C)C)S2)C